N1,N1-bis(3-aminopropyl)propane-1,3-diamine NCCCN(CCCN)CCCN